α-(2'-azido-2',2'-difluoroacetamido)-3,4,6-tri-O-acetyl-D-galactose N(=[N+]=[N-])C(C(=O)NCC(=O)O[C@H]([C@H](C=O)O)[C@@H](OC(C)=O)[C@H](O)COC(C)=O)(F)F